C(C=C)(=O)NC(=O)N N-acryloyl-urea